tert-butyl (2S)-2-[(benzyloxy)methyl]-6-hydroxy-6-(trifluoromethyl)-1,4-oxazepane-4-carboxylate C(C1=CC=CC=C1)OC[C@H]1OCC(CN(C1)C(=O)OC(C)(C)C)(C(F)(F)F)O